6-morpholino-N-(2-(3-(phenylamino)cyclobutyl)ethyl)pyrimidin-4-amine O1CCN(CC1)C1=CC(=NC=N1)NCCC1CC(C1)NC1=CC=CC=C1